tert-Butyl ((6-((3-(3-chloro-2-(3-methoxy-4-((7-oxo-2,6-diazaspiro[3.4]octan-2-yl)methyl)phenyl)pyridin-4-yl)-2-methylphenyl)carbamoyl)pyridin-3-yl)methyl)(2-hydroxyethyl)carbamate ClC=1C(=NC=CC1C=1C(=C(C=CC1)NC(=O)C1=CC=C(C=N1)CN(C(OC(C)(C)C)=O)CCO)C)C1=CC(=C(C=C1)CN1CC2(C1)CNC(C2)=O)OC